C(C)(=O)NNC(C(CO[Si](C1=CC=CC=C1)(C1=CC=CC=C1)C(C)(C)C)NC(OC(C)(C)C)=O)=O tert-butyl (1-(2-acetylhydrazineyl)-3-((tert-butyldiphenylsilyl)oxy)-1-oxopropan-2-yl)carbamate